(1S,2S,3S)-N-[7-chloro-6-[4-((3R,4R)-4-hydroxy-3-methyl-tetrahydrofuran-3-yl)piperazin-1-yl]-3-isoquinolinyl]-2-methyl-3-(1-methylpyrazol-3-yl)cyclopropanecarboxamide ClC1=C(C=C2C=C(N=CC2=C1)NC(=O)[C@H]1[C@H]([C@@H]1C1=NN(C=C1)C)C)N1CCN(CC1)[C@@]1(COC[C@@H]1O)C